FC1=C(C=C2C(NC(N(C2=C1)C)=O)=O)S(=O)(=O)N[C@@H]1CC[C@H](CC1)C1=CC=CC=C1 7-Fluoro-1-methyl-2,4-dioxo-N-((trans)-4-phenylcyclohexyl)-1,2,3,4-tetrahydroquinazoline-6-sulfonamide